C1(=CC=C(C=C1)C=1C(=CC=C2C(CCOC12)=O)O[C@H](C1=CC=C(C(=O)N)C=C1)C1=CC=NC=C1)C1=CC=CC=C1 (R,S)-4-(((8-([1,1'-biphenyl]-4-yl)-4-oxochroman-7-yl)oxy)(pyridin-4-yl)methyl)benzamide